CC=1CCC2CCC(C=C2C1)=O 7-methyl-4,4a,5,6-tetrahydro-3H-naphthalen-2-one